6-({[5-(4-methylphenyl)-1,3-oxazol-2-yl]methyl}sulfanyl)-1,3,5-triazine-2,4-diamine CC1=CC=C(C=C1)C1=CN=C(O1)CSC1=NC(=NC(=N1)N)N